2-[5-(1-azatricyclo[7.3.1.05,13]tridecane-5,7,9(13)-trien-7-yl)-2-thienyl]benzofuran-6-carbaldehyde N12CCCC3=CC(=CC(CCC1)=C23)C2=CC=C(S2)C=2OC3=C(C2)C=CC(=C3)C=O